methyl 2-[2-[6-[4-(cyclopentylamino) phenyl]-5-[[4-methyl-3-(trifluoromethyl) phenyl] carbamoyl]-2-piperidyl] ethyl]-6-fluoro-benzoate C1(CCCC1)NC1=CC=C(C=C1)C1C(CCC(N1)CCC1=C(C(=O)OC)C(=CC=C1)F)C(NC1=CC(=C(C=C1)C)C(F)(F)F)=O